Pentafluorobenzyl Alcohol C(C1=C(C(=C(C(=C1F)F)F)F)F)O